CS(=O)(=O)OC1=C(C=CC=2C=C3N(CCC4=CC5=C(C=C34)O[CH+]O5)CC12)OC 9-methanesulfonyloxy-10-methoxy-5,6-dihydro-[1,3]dioxolo[4,5-g]isoquino[3,2-a]isoquinolinylium